3-chloro-N-((1R,2R,4S)-7-cyano-7-azabicyclo[2.2.1]heptan-2-yl)-3'-(cyanomethyl)[biphenyl]-4-carboxamide ClC=1C=C(C=CC1C(=O)N[C@H]1[C@H]2CC[C@@H](C1)N2C#N)C2=CC(=CC=C2)CC#N